ClC=1C=C(C=CC1)C1(SCCCS1)C=CC=C(C1=CC=C(C=C1)OC)C1=CC=C(C=C1)OC 2-(3-chlorophenyl)-2-(4,4-bis(4-methoxyphenyl)-1,3-butadienyl)-1,3-dithiane